O=CC#C 3-oxoprop-1-yn